C(C1=CC=CC=C1)N(C(O)=O)CCCCC(C)=O.C(#N)N1CC(N(CC1)S(=O)(=O)C)C(=O)NC=1SC(=CN1)C1=CC=CC=C1 4-cyano-1-(methylsulfonyl)-N-(5-phenylthiazol-2-yl)piperazine-2-carboxamide benzyl-(5-oxohexyl)carbamate